8-(naphthalen-2-yl)-4-[3-(dibenzothiophen-4-yl)phenyl]-[1]benzofuro[3,2-d]pyrimidine C1=C(C=CC2=CC=CC=C12)C=1C=CC2=C(C1)C=1N=CN=C(C1O2)C2=CC(=CC=C2)C2=CC=CC1=C2SC2=C1C=CC=C2